(S)-4-(1-(2-(3-methoxybenzyl)-4,7-dihydro-5H-thieno[2,3-c]pyran-3-carboxamido)ethyl)benzoic acid COC=1C=C(CC2=C(C3=C(COCC3)S2)C(=O)N[C@@H](C)C2=CC=C(C(=O)O)C=C2)C=CC1